C(CCCC=CCC=CCCCCC)=O 5,8-Tetradecadienal